Yttrium(III) bromide [Br-].[Y+3].[Br-].[Br-]